C(C1=CC=CC=C1)(=O)OC1(C(C(C(C=C1)(OC(F)(F)F)F)(N1C(NC(CC1)=O)=O)F)(F)F)F 3-(2,4-dioxotetrahydropyrimidine-1(2H)-yl)-4-(trifluoromethoxy)pentafluorophenyl benzoate